4-(4-phenylpiperazin-1-yl)-6-(1H-pyrazol-4-yl)quinoline C1(=CC=CC=C1)N1CCN(CC1)C1=CC=NC2=CC=C(C=C12)C=1C=NNC1